C(C)(=O)[O-].[Sn+2].C(CCCCCCCCCCC)C(C(=O)[O-])S.C(CCCCCCCCCCC)C(C(=O)[O-])S.C[Sn+]C dimethyl-tin bis(n-dodecyl thioglycolate) tin (II) acetate